2-(1-acryloyl-4-(7-(3-hydroxynaphthalen-1-yl)-2-((1-methylpyrrolidin-2-yl)methoxy)-5,6,7,8-tetrahydroquinazolin-4-yl)piperazin-2-yl)acetonitrile C(C=C)(=O)N1C(CN(CC1)C1=NC(=NC=2CC(CCC12)C1=CC(=CC2=CC=CC=C12)O)OCC1N(CCC1)C)CC#N